ClC1=CC=C(COC2=NN=C(S2)NC(C2=C(N=C(C=C2)C#N)C2=C(C=CC=C2)OC)=O)C=C1 N-(5-((4-chlorobenzyl)oxy)-1,3,4-thiadiazol-2-yl)-6-cyano-2-(2-methoxyphenyl)nicotinamide